3-(5-amino-2-((3-fluoropyridin-2-yl)methoxy)-8-(1-methyl-6-oxo-1,6-dihydropyridin-3-yl)-[1,2,4]triazolo[1,5-c]pyrimidin-7-yl)benzonitrile NC1=NC(=C(C=2N1N=C(N2)OCC2=NC=CC=C2F)C2=CN(C(C=C2)=O)C)C=2C=C(C#N)C=CC2